6-(4-(((tert-butyldimethylsilyloxy)methyl)piperidin-1-yl)-2-fluoropyridin-3-yl)-5-(pyridin-3-yl)-6,7-dihydrothiazolo[5,4-c]pyridin-4(5H)-one [Si](C)(C)(C(C)(C)C)OCC1N(CCCC1)C1=C(C(=NC=C1)F)C1CC2=C(C(N1C=1C=NC=CC1)=O)SC=N2